(2S,7aS)-7a-(azidomethyl)-2-fluorohexahydro-1H-pyrrolizine N(=[N+]=[N-])C[C@]12CCCN2C[C@H](C1)F